C1(CC1)C(=O)N1CCN(CC1)C1=NC(=CC(=C1)C(=O)OC(C)(C)C)NC1CC2(C1)CCC2 tert-Butyl 2-[4-(cyclopropanecarbonyl)piperazin-1-yl]-6-(spiro[3.3]heptan-2-ylamino)pyridine-4-carboxylate